2-(3-bromophenoxy)but-3-en-1-ol BrC=1C=C(OC(CO)C=C)C=CC1